6-chloro-4-oxo-N-(3-{4-[6-(trifluoromethyl)pyridin-3-yl]-1H-imidazol-1-yl}bicyclo[1.1.1]pentan-1-yl)-3,4-dihydro-2H-1-benzopyran-2-carboxamide ClC=1C=CC2=C(C(CC(O2)C(=O)NC23CC(C2)(C3)N3C=NC(=C3)C=3C=NC(=CC3)C(F)(F)F)=O)C1